N,N-dimethylbenzenylamine CN(C)C1=CC=CC=C1